2-methoxy-pyrido[2,1-a]isoquinolin-2-ol COC1(C=C2N(C=CC3=CC=CC=C23)C=C1)O